FC1=CC2=C(N(C3=CC(=CC=C23)O)CCCN2CCOCC2)C(=N1)C 3-fluoro-1-methyl-9-(3-morpholinopropyl)-9H-pyrido[3,4-b]indol-7-ol